NC1=CC=C(C=C1)C1=NNC(=C1)C(=O)NCC1=CC=C(C=C1)C(NC1=C(C=CC=C1)N)=O 3-(4-aminophenyl)-N-{4-[(2-aminophenyl)carbamoyl]benzyl}-1H-pyrazole-5-carboxamide